CC=1N=C(C2=C(N1)CCO2)NC2CCC(CC2)OC2=C1C=NC=NC1=CC(=C2)N2CCOCC2 2-methyl-N-[4-(7-morpholinoquinazolin-5-yl)oxycyclohexyl]-6,7-dihydrofuro[3,2-d]pyrimidin-4-amine